N-{7,8-dimethoxy-2-methyl-1H,2H,3H,4H-benzo[b]1,7-naphthyridin-5-yl}-1-(propan-2-yl)piperidin-4-amine COC1=CC=2C(=NC=3CN(CCC3C2NC2CCN(CC2)C(C)C)C)C=C1OC